[Se]1(N(CC2=C1C=CC=C2)O)=O 2-benzisoselenazolone